C(C)(C)(C)C1=NN(C(=C1)NC(=O)NC1=C(C=C(C=C1)B1OC(C(O1)(C)C)(C)C)F)C1=CC=CC=C1 1-(3-(tert-butyl)-1-phenyl-1H-pyrazol-5-yl)-3-(2-fluoro-4-(4,4,5,5-tetramethyl-1,3,2-dioxaborolan-2-yl)phenyl)urea